NC=1C(=CC(=C(C(=O)OC)C1)C)C#CCCCCC methyl 5-amino-4-(1-heptynyl)-2-methylbenzoate